O[C@@H](COC1=CC=C(C=C1)CC(=O)N)CNC(C)C |r| (RS)-2-{4-[2-Hydroxy-3-(propan-2-ylamino)propoxy]phenyl}acetamide